FC=1C=C(C=CC1)SC=1C=NC=CC1C(=N)NO 3-[(3-Fluorophenyl)sulfanyl]-N-hydroxypyridine-4-carboxamidine